CC(C(C)=N)=N butane-2,3-diimine